C1(CC1)C#CC1=NN=C(S1)NC(OC(C)(C)C)=O tert-butyl (5-(cyclopropylethynyl)-1,3,4-thiadiazol-2-yl)carbamate